methyl 4-[[4-[4-[(2-chlorophenyl)carbamoyl]-N-methyl-anilino]-5-fluoro-pyrimidin-2-yl]amino]benzoate ClC1=C(C=CC=C1)NC(=O)C1=CC=C(N(C)C2=NC(=NC=C2F)NC2=CC=C(C(=O)OC)C=C2)C=C1